pelargonyl methacrylate C(C(=C)C)(=O)OC(CCCCCCCC)=O